hexyl naphthoate C1(=CC=CC2=CC=CC=C12)C(=O)OCCCCCC